C(CCCCCCCCCCCCCC)(=O)OC(CO)CO 1,3-dihydroxypropane-2-yl pentadecanoate